4-((1-Methyl-1H-indazol-5-yl)amino)-N-(4-(4-methylpiperazin-1-yl)phenyl)-2-oxo-1,2-dihydropyridine-3-carboxamide CN1N=CC2=CC(=CC=C12)NC1=C(C(NC=C1)=O)C(=O)NC1=CC=C(C=C1)N1CCN(CC1)C